5-methoxy-6-methyl-6H-thieno[3,2-e]indole-2-carboxylic acid COC=1C=C2C(=C3C=CN(C13)C)C=C(S2)C(=O)O